tert-butyl N-[3-({7-[(6-chloropyridazin-3-yl)oxy]-6-fluoro-2-oxo-2,3-dihydrospiro[1,3-benzoxazine-4,3'-oxetan]-3-yl}methyl)-2-fluorophenyl]carbamate ClC1=CC=C(N=N1)OC1=CC2=C(C=C1F)C1(COC1)N(C(O2)=O)CC=2C(=C(C=CC2)NC(OC(C)(C)C)=O)F